N1N=CC=2C1=NC=C(C2)OC=2C(=C1C(=NC2)N=C(N1C)NC=1C(N(C=C(C1)C1CC1)C)=O)Cl 3-((6-((1H-pyrazolo[3,4-b]pyridin-5-yl)oxy)-7-chloro-1-methyl-1H-imidazo[4,5-b]pyridin-2-yl)amino)-5-cyclopropyl-1-methylpyridin-2(1H)-one